[3-[(5,6-difluoro-2-pyridyl)amino]-1-(2,2,2-trifluoroethyl)pyrazolo[4,3-c]pyridin-6-yl]-(1,4-oxazepan-4-yl)methanone FC=1C=CC(=NC1F)NC1=NN(C2=C1C=NC(=C2)C(=O)N2CCOCCC2)CC(F)(F)F